CN1N=C(C(=C1)CNC(=O)C1=NC2=CC=C(C=C2C(=N1)N1C(COCC1)C1=CC=CC=C1)C=1C(=NOC1C)C)C N-((1,3-dimethyl-1H-pyrazol-4-yl)methyl)-6-(3,5-dimethylisoxazol-4-yl)-4-(3-phenylmorpholino)quinazoline-2-carboxamide